{1-[6-(2-amino-3,5-difluoro-phenyl)-3-(3,5-difluoro-phenyl)-quinolin-4-yl]-piperidin-4-yl}-carbamic acid tert-butyl ester C(C)(C)(C)OC(NC1CCN(CC1)C1=C(C=NC2=CC=C(C=C12)C1=C(C(=CC(=C1)F)F)N)C1=CC(=CC(=C1)F)F)=O